[2H]C1(NC(C2=CC3=C(N=CC=C3N2C1([2H])[2H])OCC(F)(F)F)=O)[2H] 12,12,13,13-tetradeuterio-6-(2,2,2-trifluoroethoxy)-1,5,11-triazatricyclo[7.4.0.02,7]trideca-2,4,6,8-tetraen-10-one